(2S,4r)-1-[(2S)-2-(4-cyclopropyl-triazol-1-yl)-3,3-dimethyl-butyryl]-4-hydroxy-N-[(4-methyl-2-morpholino-phenyl)methyl]pyrrolidine-2-carboxamide C1(CC1)C=1N=NN(C1)[C@H](C(=O)N1[C@@H](C[C@H](C1)O)C(=O)NCC1=C(C=C(C=C1)C)N1CCOCC1)C(C)(C)C